C(C)(C)N(P(OCCC#N)OCCCCCCCCCCCCCCCCCCCCCC)C(C)C 2-cyanoethyl docosyl diisopropylphosphoramidite